BrC=1N=CC=2N(C1)C(=C(N2)C)C2=C(C=C(C=C2F)O)F 4-{6-Bromo-2-methylimidazo[1,2-a]pyrazin-3-yl}-3,5-difluorophenol